tetra-1-hexyl dithiomalate C(C(S)CC(=O)OCCCCCC)(=O)OCCCCCC.C(C(S)CC(=O)OCCCCCC)(=O)OCCCCCC